C(#N)C(C(=O)NC=1C=CC=C2C(=CNC12)C1=CC(=NC(=C1)C)NC(=O)C1CC1)=C(C)C N-(4-(7-(2-Cyano-3-methylbut-2-enamido)-1H-indol-3-yl)-6-methylpyridin-2-yl)cyclopropancarboxamid